N-(3-benzyloxetan-3-yl)-4-((2S,6R)-2,6-dimethylmorpholino)picolinamide C(C1=CC=CC=C1)C1(COC1)NC(C1=NC=CC(=C1)N1C[C@@H](O[C@@H](C1)C)C)=O